ethyl-octadecyl-allyl-amine C(C)N(CC=C)CCCCCCCCCCCCCCCCCC